N1N=C(C=C1)C=1C(N(C(N(C1)C)=O)C)=O 5-(1H-pyrazol-3-yl)-1,3-dimethyluracil